Cl.Cl.N1C[C@@H](CC1)OCCCCC1=CC=C2CCCNC2=N1 (R)-7-(4-(pyrrolidin-3-yloxy)butyl)-1,2,3,4-tetrahydro-1,8-naphthyridine dihydrochloride